Cl.Cl.Cl.N1(CCOCC1)C=1C=CC(=C(N)C1)N1CCCCC1 5-morpholinyl-2-(piperidin-1-yl)aniline tri-hydrochloride